1-methyl-N-[2-(1,1,2,2-tetrafluoroethoxy)phenyl]-3-(trifluoromethyl)-1H-pyrazole-carboxamide CN1NC(C=C1)(C(=O)NC1=C(C=CC=C1)OC(C(F)F)(F)F)C(F)(F)F